N-(6-(FuRAN-2-YL)PYRIDIN-3-YL)-5,7-DIMETHYLPYRAZOLO[1,5-a]PYRIMIDINE-3-CARBOXAMIDE O1C(=CC=C1)C1=CC=C(C=N1)NC(=O)C=1C=NN2C1N=C(C=C2C)C